(R)-N'-((5-(2-methoxypyridin-4-yl)-2,3-dihydro-1H-inden-4-yl)carbamoyl)-2,2-dimethyl-2,3-dihydropyrazolo[5,1-b]oxazole-yl-sulfonimidamide COC1=NC=CC(=C1)C=1C(=C2CCCC2=CC1)NC(=O)N=[S@](=O)(N)C1N2C(OC1(C)C)=CC=N2